C1(CC1)CN[C@H]1CN(CCC1)C1=CC(N(C=C1)C(C)N1N=NC(=C1)C=1C=NC=C(C1)N1CC(C1)C(F)F)=O 4-((R)-3-((cyclopropylmethyl)amino)piperidin-1-yl)-1-(1-(4-(5-(3-(difluoromethyl)azetidin-1-Yl)pyridin-3-Yl)-1H-1,2,3-triazol-1-yl)ethyl)pyridin-2(1H)-one